2-bromopyrimidine-4-carbonitrile BrC1=NC=CC(=N1)C#N